NC(C)(C)C=1C=C(C=NC1)NC(OC(C)(C)C)=O tert-butyl (5-(2-aminopropan-2-yl)pyridin-3-yl)carbamate